C1(=CC=CC=C1)P([C-]1C(=C(C=C1)P(C1=CC=CC=C1)C1=CC=CC=C1)P(C1=CC=CC=C1)C1=CC=CC=C1)C1=CC=CC=C1.[C-]1(C=CC=C1)P(C1=CC=CC=C1)C1=CC=CC=C1.[Fe+2] 1,1'-bis(diphenylphosphino)-Bis(diphenylphosphino)ferrocene